(S)-N-(4-cyano-2,3-dihydro-1H-inden-1-yl)-2-methylpropane-2-sulfonamide C(#N)C1=C2CC[C@@H](C2=CC=C1)NS(=O)(=O)C(C)(C)C